copper-aluminum-beryllium [Be].[Al].[Cu]